(R)-4-(7-(((S)-2-(methoxymethyl)pyrrolidin-1-yl)methyl)-2-(1H-pyrrolo[2,3-b]pyridine-4-yl)thieno[3,2-d]pyrimidin-4-yl)-3-methylmorpholine COC[C@H]1N(CCC1)CC1=CSC2=C1N=C(N=C2N2[C@@H](COCC2)C)C2=C1C(=NC=C2)NC=C1